C(C)(C)(C)N(CCO)CCO Tert-butyl-diethanolamine